N1=CN=CC=2CN(CCCC21)C(=O)OCC2=CC=CC=C2 benzyl 8,9-dihydro-5H-pyrimido[5,4-c]azepine-6(7H)-carboxylate